3-(5-(1-acetyl-piperidin-4-yl)-1-oxoisoindolin-2-yl)piperidine-2,6-dione C(C)(=O)N1CCC(CC1)C=1C=C2CN(C(C2=CC1)=O)C1C(NC(CC1)=O)=O